ClC=1C=C(C2=C(CCO2)C1B(O)O)Cl (5,7-dichloro-2,3-dihydro-benzofuran-4-yl)boronic acid